10-hydroxy-N-(pyridin-3-yl)-7-thia-2,5-diazatricyclo[6.4.0.02,6]dodeca-1(12),3,5,8,10-pentaene-4-carboxamide OC=1C=C2SC3=NC(=CN3C2=CC1)C(=O)NC=1C=NC=CC1